CC(C)C1=CC(=CC(=C1)C(C)C)C(C)C 1,3,5-tris(1-methylethyl)benzene